tert-butyl 4-amino-3,4-dihydro-2H-quinoline-1-carboxylate NC1CCN(C2=CC=CC=C12)C(=O)OC(C)(C)C